CN(CCOC=1C=C(C=CC1)C1=NC=CC2=C1N=C(N=C2)NC2=CC=C(C=C2)N2CCOCC2)C 8-(3-(2-(dimethylamino)ethoxy)phenyl)-N-(4-morpholinylphenyl)pyrido[3,4-d]pyrimidin-2-amine